4-methyl-2-(3-nitrophenyl)pyridine CC1=CC(=NC=C1)C1=CC(=CC=C1)[N+](=O)[O-]